FC=1C(=NC=C(C1)C)CN1C(NC2=NC=C(C=C21)C2=CC(=CC=C2)C(F)(F)F)=O 1-[(3-fluoro-5-methyl-2-pyridyl)methyl]-6-[3-(trifluoromethyl)phenyl]-3H-imidazo[4,5-b]pyridin-2-one